(2S)-2-[[(E)-3-(1,3-benzodioxol-5-yl)prop-2-enoyl]amino]-N-[4-(hydroxycarbamoyl)phenyl]-3-(3-pyridinyl)propanamide O1COC2=C1C=CC(=C2)/C=C/C(=O)N[C@H](C(=O)NC2=CC=C(C=C2)C(NO)=O)CC=2C=NC=CC2